2-(chloromethyl)-4-fluorobenzoyl chloride ClCC1=C(C(=O)Cl)C=CC(=C1)F